bis(trimethoxysilylpropyl)amine CO[Si](OC)(OC)CCCNCCC[Si](OC)(OC)OC